1-(bicyclo[1.1.1]pentan-1-yl)-N-(7-chloro-6-(1-((3R,4R)-4-fluoro-3-methyltetrahydrofuran-3-yl)piperidin-4-yl)isoquinolin-3-yl)-1H-pyrazole-4-carboxamide C12(CC(C1)C2)N2N=CC(=C2)C(=O)NC=2N=CC1=CC(=C(C=C1C2)C2CCN(CC2)[C@@]2(COC[C@@H]2F)C)Cl